C1OCC12N(CCC2)CC(=O)NC=2C=C(C(=NC2)C)NC(=O)C=2C=NN1C2SC(=C1)C=1C=NN(C1)C N-(5-(2-(2-oxa-5-azaspiro[3.4]octan-5-yl)acetamido)-2-methyl-pyridin-3-yl)-2-(1-methyl-1H-pyrazol-4-yl)pyrazolo[5,1-b]thiazole-7-carboxamide